NCC1=C(C(=O)O)C=C(C=C1)Br.[N+](=O)([O-])C1=CC=C(C=C1)C(C)=O 1-(4-Nitrophenyl)ethan-1-one 2-(aminomethyl)-5-bromobenzoate